3-(4-(4-Aminothieno[3,2-d]pyrimidin-7-yl)-1H-1,2,3-triazol-1-yl)-N-(3-Chloro-2-fluorophenyl)-4-methylbenzamide NC=1C2=C(N=CN1)C(=CS2)C=2N=NN(C2)C=2C=C(C(=O)NC1=C(C(=CC=C1)Cl)F)C=CC2C